FC1=CC=C(C=C1)C1=CC(=CC(=N1)OC1[C@@H]2CN(C[C@H]12)C(=O)C=1C(=NN(C1)C1=NC=CC=N1)C)C1(NCCC1)C ((1R,5S,6s)-6-((6-(4-fluorophenyl)-4-(2-methylpyrrolidin-2-yl)pyridin-2-yl)oxy)-3-azabicyclo[3.1.0]hexan-3-yl)(3-methyl-1-(pyrimidin-2-yl)-1H-pyrazol-4-yl)methanone